5-chloro-2-formyl-3-methoxyphenoxyacetic acid ClC=1C=C(C(=C(OCC(=O)O)C1)C=O)OC